ClC=1C(=NC(=NC1)NC1=CC=C(C=C1)S(=O)(=O)N)N1CC(OCC1)(C)C 4-{[5-chloro-4-(2,2-dimethylmorpholin-4-yl)pyrimidin-2-yl]amino}benzenesulfonamide